FC=1C(=NC=CC1)SC=1C=2N(C=C(C1)C=1C=NN(C1C)[C@@H](C)C1CCN(CC1)C)N=CC2C#N (S)-4-((3-fluoropyridin-2-yl)thio)-6-(5-methyl-1-(1-(1-methylpiperidin-4-yl)ethyl)-1H-pyrazol-4-yl)pyrazolo[1,5-a]pyridine-3-carbonitrile